BrC1=NC(=NC(=C1C)Br)C=1N=C(C=2N(C1)C(=CN2)SC)CC2=C(C=C(C(=C2)F)C)F 6-(4,6-dibromo-5-methylpyrimidin-2-yl)-8-(2,5-difluoro-4-methylbenzyl)-3-(methylthio)imidazo[1,2-a]pyrazine